2-(3,5-difluorophenoxy)ethan-1-amine FC=1C=C(OCCN)C=C(C1)F